(1R,3S,5R)-2-(2-(3-acetyl-5-(4-hydroxy-2-methylpyrimidin-5-yl)-7-methyl-1H-indazol-1-yl)acetyl)-N-(6-bromo-3-methylpyridin-2-yl)-5-methyl-2-azabicyclo[3.1.0]hexane-3-carboxamide C(C)(=O)C1=NN(C2=C(C=C(C=C12)C=1C(=NC(=NC1)C)O)C)CC(=O)N1[C@@H]2C[C@@]2(C[C@H]1C(=O)NC1=NC(=CC=C1C)Br)C